O1CCN(CC1)C1=NC=C(C=N1)COC1=CC=C(C=C1)C=1C=C(C(NC1C(F)(F)F)=O)C(=O)N 5-(4-((2-Morpholinopyrimidin-5-yl)methoxy)phenyl)-2-oxo-6-(trifluoromethyl)-1,2-dihydropyridin-3-carboxamide